C1(CCCCC1)C1CS(CC1)(=O)=O 3-cyclohexyl-tetrahydro-thiophene-1,1-dioxide